N-((3-((5-((3S,4S)-4-amino-3-methyl-2-oxa-8-azaspiro[4.5]decan-8-yl)pyrazin-2-yl)thio)-2-chloro-phenyl)carbamoyl)piperidine-1-sulfonamide N[C@@H]1[C@@H](OCC12CCN(CC2)C=2N=CC(=NC2)SC=2C(=C(C=CC2)NC(=O)NS(=O)(=O)N2CCCCC2)Cl)C